3-hydroxy-2-naphthoic acid (3'-acryloylaminoanilide) C(C=C)(=O)NC=1C=C(NC(=O)C2=CC3=CC=CC=C3C=C2O)C=CC1